O=C1NC(CCC1N1C(N(C2=C1C=CC(=C2)CN2CCC(CC2)N(C(OC(C)(C)C)=O)C)C)=O)=O tert-butyl N-[1-[[1-(2,6-dioxo-3-piperidyl)-3-methyl-2-oxo-benzimidazol-5-yl] methyl]-4-piperidyl]-N-methyl-carbamate